5-tolyl-thianthrenium C1(=C(C=CC=C1)[S+]1C=2C=CC=CC2SC2=CC=CC=C12)C